(S)-1-((2R,3S,4S,5R)-5-(2-acetamido-6,8-dioxo-7-(2,2,2-trifluoroethyl)-1,6,7,8-tetrahydro-9H-purin-9-yl)-4-acetoxy-3-fluorotetrahydrofuran-2-yl)propyl acetate C(C)(=O)O[C@@H](CC)[C@H]1O[C@H]([C@@H]([C@H]1F)OC(C)=O)N1C=2N=C(NC(C2N(C1=O)CC(F)(F)F)=O)NC(C)=O